bis(2-hydroxyphenyl)sulfone OC1=C(C=CC=C1)S(=O)(=O)C1=C(C=CC=C1)O